N1=CC(=CC=C1)C=O 3-Pyridinaldehyd